3-{4-[(6-amino-4-pyrimidinyl)oxy]-3-isopropylphenyl}-1-(3-isopropoxyphenyl)-2,4-imidazolidinedione NC1=CC(=NC=N1)OC1=C(C=C(C=C1)N1C(N(CC1=O)C1=CC(=CC=C1)OC(C)C)=O)C(C)C